C(C=C\C=C/C=C\C=C/CCCCCCCCCCC)(=O)OC[C@@H](OC(CCCCCCCCCCCCCCCCCCCCCCCCCCCCCCC)=O)COP(=O)([O-])OCC[N+](C)(C)C 1-(5Z,8Z,11Z,14Z-eicosatetraenoyl)-2-dotriacontanoyl-sn-glycero-3-phosphocholine